C1(=NC(=NN1)N)N The molecule is an aromatic amine that is 1,2,4-triazole substituted at positions 3 and 5 by amino groups. It has a role as an antineoplastic agent, an EC 1.17.4.1 (ribonucleoside-diphosphate reductase) inhibitor and a DNA synthesis inhibitor. It is a member of triazoles and an aromatic amine.